3-(N,N-bis{2-hydroxyethyl}amino)-2-hydroxypropane OCCN(CCO)CC(C)O